5-[3-(CYCLOPROPYLAMINOCARBONYL)PHENYL]-2-FORMYLPHENOL C1(CC1)NC(=O)C=1C=C(C=CC1)C=1C=CC(=C(C1)O)C=O